ClC=1C=CC=C2C=C(NC12)C(=O)NC1COCC1C 7-chloro-N-(4-methyloxolan-3-yl)-1H-indole-2-carboxamide